ClC1=CC(=NC=C1)NC(CC=1C=C(C=CC1)C)=O N-(4-chloropyridin-2-yl)-2-(3-tolyl)acetamide